CN(C1CC2=C(N(N=C2CC1)C1=NC=CC=C1)O)CC1=CC=C(C=C1)[N+](=O)[O-] 5-(methyl-(4-nitrobenzyl)amino)-2-(pyridin-2-yl)-4,5,6,7-tetrahydro-2H-indazol-3-ol